2-(2-Methylthiazol-5-yl)acetonitrile CC=1SC(=CN1)CC#N